ClC=1C=C(C=NC1N1N=CC=N1)NC(=O)C1=C(C(=NN1CCN(C)C)C1=CC=CC=C1)C(F)(F)F N-(5-chloro-6-(2H-1,2,3-triazol-2-yl)pyridin-3-yl)-1-(2-(dimethylamino)ethyl)-3-phenyl-4-(trifluoromethyl)-1H-pyrazole-5-carboxamide